OC(CC(=O)SCCNC(CCNC([C@@H](C(COP(OP(OC[C@@H]1[C@H]([C@H]([C@@H](O1)N1C=NC=2C(N)=NC=NC12)O)OP(=O)(O)O)(=O)O)(=O)O)(C)C)O)=O)=O)C S-3-hydroxy-butyryl-CoA